FC=1C=C(C=C2C=C(C(OC12)=N)C(N)=S)C1=CC=C(C=C1)F 8-fluoro-6-(4-fluorophenyl)-2-imino-2H-chromen-3-thiocarboamide